(2S)-2-[(tert-butoxycarbonyl)amino]-3-[4-[3-(3-hydroxy-2,2-dimethylpropyl)-2-iodo-1H-indol-5-yl]-1,3-thiazol-2-yl]propanoic acid C(C)(C)(C)OC(=O)N[C@H](C(=O)O)CC=1SC=C(N1)C=1C=C2C(=C(NC2=CC1)I)CC(CO)(C)C